ClC1=C(C=C2[C@H](NC(C2=C1)=O)C)C(F)(F)F |r| (±)-6-chloro-3-methyl-5-(trifluoromethyl)isoindolin-1-one